Tris(cyclopentadienyl)scandium (III) C1(C=CC=C1)[Sc](C1C=CC=C1)C1C=CC=C1